1-cyclooctanol C1(CCCCCCC1)O